O=C1N(CCC1NC(OCC1=CC=CC=C1)=O)[C@@H]1CNCC[C@H]1C1=CC=CC=C1 benzyl (2-oxo-1-((3S,4S)-4-phenylpiperidin-3-yl)pyrrolidin-3-yl)carbamate